ethyl 4-(methylamino)-2-methylsulfanyl-pyrimidine-5-carboxylate CNC1=NC(=NC=C1C(=O)OCC)SC